2-(10-aminodecanamido)-N-(4-methyl-5-nitrothiazol-2-yl)benzamide NCCCCCCCCCC(=O)NC1=C(C(=O)NC=2SC(=C(N2)C)[N+](=O)[O-])C=CC=C1